C(C)NC(=S)NC=1C=CC=2C(=NC(=CN2)NC2=CC(=C(C(=C2)OC)OC)OC)N1 1-Ethyl-3-[3-(3,4,5-trimethoxyanilino)pyrido[2,3-b]pyrazin-6-yl]thiourea